FC1(NCCNC1)F (S)-2,2-difluoro-tetrahydro-1H-pyrazin